C(C=C)N1CCC(CC1)CC(F)(F)C=1C(=C(C=CC1)[C@@H](C)NC=1C2=C(N=CN1)N(C(C(=C2)C2CCS(CC2)(=O)=O)=O)CCCC=C)F (R)-4-((1-(3-(2-(1-allylpiperidin-4-yl)-1,1-difluoroethyl)-2-fluorophenyl)ethyl)amino)-6-(1,1-dioxidotetrahydro-2H-thiopyran-4-yl)-8-(pent-4-en-1-yl)pyrido[2,3-d]pyrimidin-7(8H)-one